sulphosuccinate S(=O)(=O)(O)C(C(=O)[O-])CC(=O)[O-]